CC1=NN2C(N=CC=C2C2CN(CCC2)C(CC2=CC=CC=C2)O)=C1C1=CC=NC=C1 (3-(2-methyl-3-(pyridin-4-yl)pyrazolo[1,5-a]pyrimidin-7-yl)piperidin-1-yl)-2-phenylethanol